C(CCC)OC(=O)NC1=C(C=CC=C1)CC(=O)OCC(CCCC)CC 2-ethylhexyl 2-(2-((butoxycarbonyl)amino)phenyl)acetate